hydroxyethylmaleinimide OCCC=1C(=O)NC(C1)=O